5-(4-((3-(methylsulfonyl)benzyl)oxy)phenyl)-2-oxo-6-(trifluoromethyl)-1,2-dihydropyridine-3-carboxamide CS(=O)(=O)C=1C=C(COC2=CC=C(C=C2)C=2C=C(C(NC2C(F)(F)F)=O)C(=O)N)C=CC1